ClC=1C(=C(CN2CCC(CC2)(C(=O)O)CC2=NC(=C(C=C2)C)NC2=NNC(=C2)C)C=CC1)F 1-(3-chloro-2-fluorobenzyl)-4-((5-methyl-6-((5-methyl-1H-pyrazol-3-yl)amino)pyridin-2-yl)methyl)-piperidine-4-carboxylic acid